OC(=O)C(F)(F)F.S1C(=CC=C1)C#N Thiophene-2-carbonitrile TFA salt